C(C)[C@@H]1N(C[C@H](N(C1)C(C)C1=NC=C(N=C1)C)CC)C=1C=2C(N(C(C1)=O)C)=CN(N2)CC#N 2-(7-((2S,5R)-2,5-diethyl-4-(1-(5-methylpyrazin-2-yl)ethyl)piperazin-1-yl)-4-methyl-5-oxo-4,5-dihydro-2H-pyrazolo[4,3-b]pyridin-2-yl)acetonitrile